1-(4-((2-Oxopyridin-1(2H)-yl)methyl)benzyl)-3-(trifluoromethyl)-1H-pyrazole-4-carboxylic acid O=C1N(C=CC=C1)CC1=CC=C(CN2N=C(C(=C2)C(=O)O)C(F)(F)F)C=C1